N-ethyl-n-(2-hydroxy-3-sulfopropyl)-3,5-dimethoxyaniline sodium salt CCN(CC(CS(=O)(=O)O)O)C1=CC(=CC(=C1)OC)OC